[2-[[4-[[(3R,4R)-1-(2-cyanoacetyl)-4-methyl-3-piperidinyl]-methyl-amino] pyrrolo[2,3-d]pyrimidine-7-carbonyl] amino] acetyl] hexanoate C(CCCCC)(=O)OC(CNC(=O)N1C=CC2=C1N=CN=C2N(C)[C@H]2CN(CC[C@H]2C)C(CC#N)=O)=O